C(C=CCCC=CCCCCC)=O dodeca-2,6-dienal